FC1CNCCC1N1CCC(CC1)N1N=C(C=2C1=NC=NC2N)C2=CC=C(C=C2)OC2=CC=CC=C2 trans-1-(3'-fluoro-[1,4'-bipiperidin]-4-yl)-3-(4-phenoxyphenyl)-1H-pyrazolo[3,4-d]pyrimidin-4-amine